ethyl 2-(4-(((5-(4-fluorophenyl)-1,3,4-thiadiazol-2-yl)methyl)thio)-2-methylphenoxy)propanoate FC1=CC=C(C=C1)C1=NN=C(S1)CSC1=CC(=C(OC(C(=O)OCC)C)C=C1)C